ClC1=C(C(=CC=C1[N+](=O)[O-])F)NC(C)=O N-(2-chloro-6-fluoro-3-nitrophenyl)acetamide